N-{(3S,4S)-3-[(2-fluoro[biphenyl]-3-yl)methyl]-2-[(2R)-2-hydroxy(2H4)propanoyl]-2-azabicyclo[3.1.1]heptan-4-yl}methanesulfonamide FC1=C(C=CC=C1C[C@@H]1N(C2CC([C@@H]1NS(=O)(=O)C)C2)C([C@@](C([2H])([2H])[2H])(O)[2H])=O)C2=CC=CC=C2